Citric acid-d4 C(C(C(O)(C(=O)O)C(C(=O)O)([2H])[2H])([2H])[2H])(=O)O